FC(CN1N=CC=2C=NC(=CC21)N2CCC1(CN(C1)C1=NC(=NC(=C1)C(F)(F)F)C)CC2)F 7-[1-(2,2-difluoroethyl)-1H-pyrazolo[4,3-c]pyridin-6-yl]-2-[2-methyl-6-(trifluoromethyl)pyrimidin-4-yl]-2,7-diazaspiro[3.5]nonane